(3R)-3-(4-(1-((R)-tert-butylsulfinyl)-1,2,3,4-tetrahydro-1,8-naphthyridin-2-yl)butoxy)pyrrolidine-1-carboxylic acid tert-butyl ester C(C)(C)(C)OC(=O)N1C[C@@H](CC1)OCCCCC1N(C2=NC=CC=C2CC1)[S@](=O)C(C)(C)C